BrC=1C=C(C(=C2C=CC(=NC12)OC)/N=C/N(C)C)I (E)-N'-(8-bromo-6-iodo-2-methoxyquinolin-5-yl)-N,N-dimethylmethanimidamide